4-methyl-2-(3-cyanophenyl)-1-ethoxy-1H-imidazole-5-carboxylic acid CC=1N=C(N(C1C(=O)O)OCC)C1=CC(=CC=C1)C#N